CC1=C(CNC=2C=3N(C=C(C2)NC(NCC(=O)NC)=O)C(=C(N3)C)C)C(=CC=C1)C 2-(3-(8-((2,6-dimethylbenzyl)amino)-2,3-dimethylimidazo[1,2-a]pyridin-6-yl)ureido)-N-methylacetamide